2-Oxo-2-(4-(phenylethynyl)pyridin-2-yl)acetic acid ethyl ester C(C)OC(C(C1=NC=CC(=C1)C#CC1=CC=CC=C1)=O)=O